N[C@H](CC1=C(C=2N=C(N=C(C2S1)NCC1=CC=NS1)Cl)C)CC 6-[(2S)-2-aminobutyl]-2-chloro-7-methyl-N-[(1,2-thiazol-5-yl)methyl]thieno[3,2-d]pyrimidin-4-amine